N-{8-fluoro-2-methylimidazo[1,2-a]pyridin-6-yl}-2-methyl-6-(methylamino)-4-(piperazin-1-yl)indazole-7-carboxamide FC=1C=2N(C=C(C1)NC(=O)C1=C(C=C(C3=CN(N=C13)C)N1CCNCC1)NC)C=C(N2)C